4-amino-N-cyclopropyl-7-fluoro-N-((5-methoxypyridin-2-yl)methyl)imidazo[1,5-a]quinoxaline-8-formamide NC=1C=2N(C3=CC(=C(C=C3N1)F)C(=O)N(CC1=NC=C(C=C1)OC)C1CC1)C=NC2